[O-2].[O-2].[Mn+2].[Cu+2].[Ni+2] nickel-copper manganese dioxide